2,2-dimethyl-5-(4-nitrobenzyl)cyclopentanone CC1(C(C(CC1)CC1=CC=C(C=C1)[N+](=O)[O-])=O)C